ClC=1C=CC(=C(C1)C1=CC(=CN=N1)NC1=CC=NC2=CC(=C(C=C12)OC)OCCN1CCN(CC1)C)F N-[6-(5-Chloro-2-Fluorophenyl)Pyridazin-4-yl]-6-Methoxy-7-[2-(4-Methylpiperazin-1-yl)Ethoxy]Quinolin-4-Amin